C(C)(C)C(C[Al](CC(C(C)(C)C)C(C)C)CC(C(C)(C)C)C(C)C)C(C)(C)C tris(2-isopropyl-3,3-dimethylbutyl)aluminum